O1CCN(CC1)CCO 2-morpholinoethan-1-ol